C(C1=CC=CC=C1)OC1=NC=NC=C1C(=O)NC=1C=NC=CC1 4-benzyloxy-N-(pyridin-3-yl)pyrimidine-5-carboxamide